C(CCCCC)OCOCCCC(CC(CC(CC(CC(CC(C)I)C)C)C)C)C 14-iodo-4,6,8,10,12-pentamethylpentadecyl hexyloxymethyl ether